C=CCCCC=CCC=CCCCC 1,6,9-Tetradecatriene